C(C)(=O)O[C@@H](COC1=CC=C(C=C1)S(=O)(=O)C1=CC(=C(C(=C1)Cl)OC[C@@H](CCl)OC(C)=O)Cl)CN1CCOCC1 (R)-1-(4-((4-((S)-2-acetoxy-3-chloropropoxy)-3,5-dichlorophenyl)sulfonyl) phenoxy)-3-morpholinopropan-2-yl acetate